C1(CC1)C(=O)C=1C=CC2=C(N=C(O2)[C@H](C2CCC(CC2)(F)F)NC(OC(C)(C)C)=O)C1F Tert-butyl (S)-((5-(cyclopropanecarbonyl)-4-fluorobenzo[d]oxazol-2-yl)(4,4-difluorocyclohexyl)methyl)carbamate